N-[(1S)-1-(dicyclopropylmethyl)-2-[[5-(3,5-dimethyl-1H-pyrazol-4-yl)-6-fluoro-2-pyridyl]amino]-2-oxo-ethyl]-2-(2-methylsulfanylethyl)pyrazole-3-carboxamide C1(CC1)C([C@@H](C(=O)NC1=NC(=C(C=C1)C=1C(=NNC1C)C)F)NC(=O)C=1N(N=CC1)CCSC)C1CC1